FC(C=1C(=C(C=CC1)[C@@H](C)NC=1C2=C(N=C(N1)C)C=NC(=C2)N2CCN(CC2)C(=O)C2(CC2)C#N)F)F 1-{4-[4-({(1R)-1-[3-(difluoromethyl)-2-fluorophenyl]ethyl}amino)-2-methylpyrido[3,4-d]pyrimidin-6-yl]piperazine-1-carbonyl}cyclopropane-1-carbonitrile